FC1=C(C=CC(=C1)F)C1=CC(=NO1)C(=O)NCC(C)(C1=NC(=CC=C1)C=1N(N=CC1)C)C=1C=NN(C1)C 5-(2,4-difluorophenyl)-N-[2-(1-methylpyrazol-4-yl)-2-[6-(2-methylpyrazol-3-yl)-2-pyridyl]propyl]isoxazole-3-carboxamide